tert-butyl 3-{2-[3-(trifluoromethyl)phenyl]ethynyl}pyrrolidine-1-carboxylate FC(C=1C=C(C=CC1)C#CC1CN(CC1)C(=O)OC(C)(C)C)(F)F